C(C)(C)(C)OC(=O)N[C@@H](CCC(=O)N)C(NC)=O (4S)-4-(N-tert-butoxycarbonylamino)-4-(methylcarbamoyl)butanamide